COC1=C(C=C(N)C=C1)C1=NN=C(N1CC1=CC=C(C=C1)OC)C 4-methoxy-3-(4-(4-methoxybenzyl)-5-methyl-4H-1,2,4-triazol-3-yl)aniline